[Na+].[Ca+2].C(N(CC(=O)[O-])CC(=O)O)CN(CC(=O)[O-])CC(=O)[O-] Edetic acid calcium sodium salt